NC1=NC(C2=C(N1)NC=C2)=O 2-amino-4,7-dihydro-4-oxo-1H-pyrrolo[2,3-d]pyrimidine